N[C@@H](C(=O)N[C@@H](C(=O)NC(C(=O)N1CCCCC1)CCCC)CCCCC(F)(F)F)CC1=CC=CC=C1 [2-[[(2R)-2-[[(2R)-2-amino-3-phenyl-propionyl]amino]-7,7,7-trifluoro-heptanoyl]amino]hexanoyl]piperidine